[NH+]1=CN=CC=C1 Pyrimidin-1-ium